2-Methylen-1,3,6-trioxocan C=C1OCCOCCO1